acryloyl-L-alanine methyl ester COC([C@@H](NC(C=C)=O)C)=O